[Si](C)(C)(C(C)(C)C)OC(CS(=O)(=O)C1(CC1)CN1C(C2=C(CC1)C(=NN2C)C(=O)OCC)=O)(C)C ethyl 6-((1-((2-((tert-butyldimethylsilyl)oxy)-2-methylpropyl)sulfonyl)cyclopropyl)methyl)-1-methyl-7-oxo-4,5,6,7-tetrahydro-1H-pyrazolo[3,4-c]pyridine-3-carboxylate